(1S,3S)-3-((6-(5-(((2-isobutylpyrrolidine-1-carbonyl)oxy)methyl)-1-methyl-1H-1,2,3-triazol-4-yl)-2-methylpyridin-3-yl)oxy)cyclohexane-1-carboxylic acid C(C(C)C)C1N(CCC1)C(=O)OCC1=C(N=NN1C)C1=CC=C(C(=N1)C)O[C@@H]1C[C@H](CCC1)C(=O)O